2-[6-[[3-(trifluoromethyl)-1,2,4-thiadiazol-5-yl]methyl]-2-azaspiro[3.3]heptane-2-carbonyl]-8-oxa-2,5-diazaspiro[3.5]nonan-6-one FC(C1=NSC(=N1)CC1CC2(CN(C2)C(=O)N2CC3(C2)NC(COC3)=O)C1)(F)F